4-((2-acrylamidophenyl)amino)-N-(2,6-dichloro-3,5-dimethoxyphenyl)-2-((4-(4-methylpiperazin-1-yl)phenyl)amino)pyrimidine-5-carboxamide C(C=C)(=O)NC1=C(C=CC=C1)NC1=NC(=NC=C1C(=O)NC1=C(C(=CC(=C1Cl)OC)OC)Cl)NC1=CC=C(C=C1)N1CCN(CC1)C